1-(2-(benzylamino)-2-oxoethyl)-1-(2-((2-((2-methoxyethyl)carbamoyl)-4-methylthiophen-3-yl)amino)-2-oxoethyl)azepan-1-ium C(C1=CC=CC=C1)NC(C[N+]1(CCCCCC1)CC(=O)NC1=C(SC=C1C)C(NCCOC)=O)=O